OC=1C(=NC=CC1OC)C(=O)N[C@H](C(=O)OC(C(C)C=1SC(=CC1)Cl)C)C [2-(5-chloro-2-thienyl)-1-methyl-propyl] (2S)-2-[(3-hydroxy-4-methoxy-pyridine-2-carbonyl) amino]propanoate